Methyl 5-amino-1,3-benzoxazole-2-carboxylate NC=1C=CC2=C(N=C(O2)C(=O)OC)C1